(R)-(4-(7-chloropyrazolo[1,5-a]pyridin-2-yl)-6,7-dihydro-1H-imidazo[4,5-c]pyridin-5(4H)-yl)(4-(trifluoromethyl)oxazol-5-yl)methanone ClC1=CC=CC=2N1N=C(C2)[C@@H]2N(CCC1=C2N=CN1)C(=O)C1=C(N=CO1)C(F)(F)F